ClC1=C(C(=O)N[C@H](C(=O)[O-])CC2=CC(=CC=C2)S(=O)(=O)C)C(=CC(=C1)CC[P@](=O)(C)C1=CC(=CC=C1)O)Cl (S)-2-(2,6-dichloro-4-(2-((R)-(3-hydroxyphenyl)(methyl)phosphoryl)ethyl)benzamido)-3-(3-(methylsulfonyl)phenyl)propionate